FC(C=1N=C2SC(=NN2C1CN1C(NC(C1)CC(C)(F)F)=O)COC)F 1-[[6-(difluoromethyl)-2-(methoxymethyl)imidazo[2,1-b][1,3,4]thiadiazol-5-yl]methyl]-4-(2,2-difluoropropyl)imidazolidin-2-one